P(OCCCCCCCCCCCCC)([O-])[O-] monotridecyl phosphite